C1(=CC=CC=C1)C1=CC=CC=2N=C(NC21)S(=O)(=O)O PHENYLBENZIMIDAZOLSULFONIC ACID